(2-vinyl)pyridine methyl-O-acetyl-N-(O-(tert-butyldimethylsilyl)-N-(2-(4-(2-(tetrahydro-2H-pyran-4-yl)acetamido)piperidin-1-yl)thiazole-4-carbonyl)-L-seryl)-L-serinate COC([C@@H](NC([C@@H](NC(=O)C=1N=C(SC1)N1CCC(CC1)NC(CC1CCOCC1)=O)CO[Si](C)(C)C(C)(C)C)=O)COC(C)=O)=O.C(=C)C1=NC=CC=C1